C(C)(=O)NC1=C(C(=O)NC=2SC(=C(N2)C)[N+](=O)[O-])C=CC(=C1)NCCOCCOCCOCCOCCOCCN acetamido-4-((17-amino-3,6,9,12,15-pentaoxaheptadecyl)amino)-N-(4-methyl-5-nitrothiazol-2-yl)benzamide